C1(CCC1)CN(C(OC(C)(C)C)=O)CC1=CC=2C=NC(=CC2N1)CN1N=NC(=C1)C1=C2C=NN(C2=CC=C1)C1OCCCC1 tert-butyl N-(cyclobutylmethyl)-N-[[6-[[4-(1-tetrahydropyran-2-ylindazol-4-yl)triazol-1-yl]methyl]-1H-pyrrolo[3,2-c]pyridin-2-yl]methyl]carbamate